Cl.CNCCC[C@@H](O)C=1C=NC=CC1 (R)-4-(methylamino)-1-(pyridin-3-yl)-1-butanol hydrochloride